C(#N)[C@@H](C[C@@H]1C(NCCC1)=O)NC(=O)[C@H]1N([C@H]2CC([C@@H]1CC2)(F)F)C([C@H](NC2=C(C=CC(=C2)F)F)C)=O (1R,3S,4R)-N-((R)-1-cyano-2-((R)-2-oxopiperidin-3-yl)ethyl)-2-((2,5-difluorophenyl)-D-alanyl)-5,5-difluoro-2-azabicyclo[2.2.2]octane-3-carboxamide